ClC1=C(C=CC=C1)C1=C(C(=NC2=CC(=CC=C12)O)N1CC2(CN(C2)C(=O)OC(C)(C)C)CC1)C#N tert-butyl 6-(4-(2-chlorophenyl)-3-cyano-7-hydroxyquinolin-2-yl)-2,6-diazaspiro[3.4]octane-2-carboxylate